(R)-N'-((6-fluoro-5-isopropyl-2,3-dihydro-1H-inden-4-yl)carbamoyl)-6,7-dihydro-5H-pyrazolo[5,1-b][1,3]oxazine-3-sulfonimidamide FC1=C(C(=C2CCCC2=C1)NC(=O)N=[S@](=O)(N)C=1C=NN2C1OCCC2)C(C)C